2-Chloro-N-((6-(((1-methylpiperidin-4-yl)methyl)amino)pyridin-3-yl)methyl)-1H-pyrrolo[2,3-c]pyridin ClC1=CC=2C(=CN=CC2)N1CC=1C=NC(=CC1)NCC1CCN(CC1)C